OCC(COCCCCCCCCCCCCCCCCCC)OCC1=C(C#N)C=CC=C1 2-(((1-hydroxy-3-(octadecyloxy)propan-2-yl)oxy)methyl)benzonitrile